3-(1-(((tert-butyldiphenylsilyl)oxy)methyl)-2-oxabicyclo[2.2.2]Oct-4-yl)-1-(2-phenylquinolin-7-yl)imidazo[1,5-A]Pyrazin-8-amine [Si](C1=CC=CC=C1)(C1=CC=CC=C1)(C(C)(C)C)OCC12OCC(CC1)(CC2)C2=NC(=C1N2C=CN=C1N)C1=CC=C2C=CC(=NC2=C1)C1=CC=CC=C1